1-{3-[(1R)-1-{[6-(ethanesulfonyl)-2,8-dimethylpyrido[3,4-d]pyrimidin-4-yl]amino}ethyl]-2-fluorophenyl}-1,1-difluoro-2-methylpropan-2-ol C(C)S(=O)(=O)C1=CC2=C(N=C(N=C2N[C@H](C)C=2C(=C(C=CC2)C(C(C)(O)C)(F)F)F)C)C(=N1)C